BrC=1C=CC=2N(N1)C=C(N2)C(=O)OCC ethyl 6-bromoimidazo[1,2-b]pyridazine-2-carboxylate